4-(7-fluoro-1-(pyridazin-3-ylmethyl)-1H-imidazo[4,5-c]pyridin-2-yl)-1,2,5-oxadiazol-3-amine FC=1C2=C(C=NC1)N=C(N2CC=2N=NC=CC2)C=2C(=NON2)N